N1=CC=C(C=C1)CNC([O-])=O (pyridin-4-ylmethyl)carbamate